C(CCCCCCCCCCCCCCCCCCC)OC(\C=C\C1=CC=C(C=C1)O)=O.FC=1C=NN2C1C=C(C=C2)C(C)=O 1-(3-fluoropyrazolo[1,5-a]pyridin-5-yl)ethan-1-one Icosyl-(2E)-3-(4-hydroxyphenyl)-prop-2-enoate